O1CCN(CC1)CC1=CNC2=CC(=CC=C12)C=O 3-(morpholinomethyl)-1H-indole-6-carbaldehyde